4-chloromethyl-benzoyl-hydrazine ClCC1=CC=C(C(=O)NN)C=C1